C=1(C(=CC=CC1)OCCO)C1=CC=CC=C1 (2-Biphenyl)-oxyethanol